3-(1H-benzo[d]imidazol-2-yl)-5'-methyl-4-pentyl-2'-(prop-1-en-2-yl)-[1,1'-biphenyl]-2,6-diol N1C(=NC2=C1C=CC=C2)C2=C(C(=C(C=C2CCCCC)O)C2=C(C=CC(=C2)C)C(=C)C)O